BrC1=CC(=NC(=C1)C(F)(F)F)C(=O)OC methyl 4-bromo-6-(trifluoromethyl)-picolinate